[Si].[Mg].[Ca].[F] fluorine calcium magnesium silicon